C(CCC)OC(=O)N1CCC(CC1)OP(=O)(OCCCCCCCCC)O.C(C)(=O)C=1C(=C(NC1C)C=O)C=1C=C(C=CC1)NC(C)=O N-(3-(4-acetyl-2-formyl-5-methyl-1H-pyrrol-3-yl)phenyl)acetamide butyl-4-[hydroxy(nonoxy)phosphoryl]oxypiperidine-1-carboxylate